C(C)(C)(C)OC(=O)N1CC=2N=C(N=C(C2CC1)Cl)Cl t-butyl-2,4-dichloro-5,6-dihydropyrido[3,4-d]pyrimidine-7(8H)carboxylate